C1(=CC=CC=C1)P(OC(C1=C(C=C(C=C1C)C)C)=O)C1=CC=CC=C1 diphenyl-(2,4,6-trimethylbenzoyl)oxyphosphine